C(C1=CC=CC=C1)C1=NC(=NN1)CCCCC1=NNC(=N1)CC1=CC=CC=C1 3,3'-tetramethylenebis(5-benzyl-1H-1,2,4-triazole)